ClC=1C(N(C(=CC1O[C@H](C)C1=NC=C(C=C1F)F)C)C1=CC(=NC=C1C)C1=NC(=NC=C1)C(C(=O)N)(C)C)=O (R)-2-(4-(3-chloro-4-(1-(3,5-difluoropyridin-2-yl)ethoxy)-5',6-dimethyl-2-oxo-2H-[1,4'-bipyridin]-2'-yl)pyrimidin-2-yl)-2-methylpropanamide